BrC1=C(C=O)C=C(C(=C1Br)OS(=O)(=O)C1=CC(=C(C=C1)F)Cl)OC 2,3-dibromo-5-methoxy-4-((3-chloro-4-fluorophenyl)sulfonyloxy)benzaldehyde